O=C1CC(C1)C(=O)OC(C)(C)C tert-butyl 3-oxocyclobutylcarboxylate